CC1OC(C2=C1C=CC=C2)=O 1-methyl-3-oxo-1,3-dihydro-2-benzofuran